tert-Butyl 2-[(8-amino-3,7-dimethyl-2,6-dioxo-purin-1-yl)methyl]-4-chloro-indole-1-carboxylate NC1=NC=2N(C(N(C(C2N1C)=O)CC=1N(C2=CC=CC(=C2C1)Cl)C(=O)OC(C)(C)C)=O)C